1-[2-(difluoromethoxy)ethyl]-4-[2,3-difluoro-4-(4,4,5,5-tetramethyl-1,3,2-dioxaborolan-2-yl)phenyl]-3-methyl-pyrazole FC(OCCN1N=C(C(=C1)C1=C(C(=C(C=C1)B1OC(C(O1)(C)C)(C)C)F)F)C)F